6-hydroxy-4-methylheptyl hexyloxymethyl ether C(CCCCC)OCOCCCC(CC(C)O)C